COC1=C(C(=O)OC)C=C(C=C1)C1=NC(=NO1)N1CCOCC1 methyl 2-methoxy-5-(3-morpholino-1,2,4-oxadiazol-5-yl)benzoate